4-(4-(2-(2,6-dimethylpyridin-4-yl)-6-methyl-7-oxo-6,7-dihydro-1H-pyrrolo[2,3-c]pyridin-4-yl)-1-methyl-6-oxo-1,6-dihydropyridin-3-yl)benzonitrile CC1=NC(=CC(=C1)C1=CC2=C(C(N(C=C2C=2C(=CN(C(C2)=O)C)C2=CC=C(C#N)C=C2)C)=O)N1)C